N=1C=NN2C1C=C(C=C2)OC2=CC(=C(C=C2C)NC2=NC=NC1=CC(=C(C=C21)NC(\C=C\[C@@H]2N(CCC2)C)=O)OC)OC([2H])([2H])[2H] (R,E)-N-(4-((4-([1,2,4]triazolo[1,5-a]pyridin-7-yloxy)-2-(methoxy-d3)-5-methylphenyl)amino)-7-methoxyquinazolin-6-yl)-3-(1-methylpyrrolidin-2-yl)acrylamide